(R)-N-(2-fluorophenyl)-2-hydroxy-N-methylpropanamide FC1=C(C=CC=C1)N(C([C@@H](C)O)=O)C